6-chloro-benzotriazol-1-yloxy-tripyrrolidinopyrrole phosphonium hexafluorophosphate F[P-](F)(F)(F)(F)F.[PH4+].ClC=1C=CC2=C(N(N=N2)OC2=C(C(=C(N2)N2CCCC2)N2CCCC2)N2CCCC2)C1